CC1=CN=CC(=N1)CC 6-methylethylpyrazine